C1(CC1)C=1C=C(OC(C(=O)C2=NNC=C2)=CN(C)C)C=CC1 2-(3-cyclopropylphenoxy)-3-(dimethylamino)-1-(1H-pyrazol-3-yl)prop-2-en-1-one